N-(2,2-dimethoxyethyl)-2-fluoro-5-methoxy-N-methyl-benzamide COC(CN(C(C1=C(C=CC(=C1)OC)F)=O)C)OC